O=C1N(CC2=CC(=CC=C12)OCC(C)=O)[C@H]1C(NC(CC1)=O)=O (R)-3-(1-oxo-5-(2-oxopropoxy)isoindolin-2-yl)piperidine-2,6-dione